CC=CCCCCC=CC deca-2,8-dien